COC=1C=C2CCN(CC2=CC1NC=1N=NC(=C(N1)NC1=CC(=CC=C1)C(F)(F)F)C(=O)N)C ((6-methoxy-2-methyl-1,2,3,4-tetrahydroisoquinolin-7-yl)amino)-5-((3-(trifluoromethyl)phenyl)amino)-1,2,4-triazine-6-carboxamide